C(C)N1C(=NC2=C1C=CC=C2)CN2C(CNCC2)C(=O)OC(C)(C)C 1-ethyl-2-((tert-butoxycarbonylpiperazin-1-yl)methyl)-1H-benzimidazole